tert-butyl (2-oxo-1-((S)-1-oxo-1-(2-(((S)-2-oxopyrrolidin-3-yl)methyl)hydrazineyl)pent-4-yn-2-yl)-1,2-dihydropyridin-3-yl)carbamate O=C1N(C=CC=C1NC(OC(C)(C)C)=O)[C@H](C(NNC[C@H]1C(NCC1)=O)=O)CC#C